2-(6-chloro-7-fluoro-1-oxo-isoindolin-2-yl)-2-[5-fluoro-2-(methoxy-methoxy)phenyl]acetic acid ClC1=CC=C2CN(C(C2=C1F)=O)C(C(=O)O)C1=C(C=CC(=C1)F)OCOC